P(=O)([O-])([O-])CN1CCN(CCN(CCN(CC1)CP(=O)([O-])[O-])CP(=O)([O-])[O-])CP(=O)([O-])[O-] N,N',N'',N'''-tetraphosphonatomethyl-1,4,7,10-tetraazacyclododecane